4-[[(1R,3S)-3-amino-2,2,3-trimethyl-cyclopentyl]amino]-N'-(2-ethyl-4-hydroxy-phenyl)-6-[3-(hydroxymethyl)phenyl]pyrrolo[1,2-b]pyridazine-3-carboxamidine N[C@@]1(C([C@@H](CC1)NC=1C=2N(N=CC1C(=NC1=C(C=C(C=C1)O)CC)N)C=C(C2)C2=CC(=CC=C2)CO)(C)C)C